C(CCCCCCCCCC)(=O)OCCCCC(CN(C)CCCCNC(=O)OC(C)(C)C)O 6-({4-[(tert-butyl)(oxycarbonylamino)]butyl}-N-methylamino)-5-hydroxyhexyl undecanoate